(S)-2-((7-(4-chlorophenyl)-5-(1-methyl-1H-pyrazol-4-yl)pyrido[3,4-b]pyrazin-3-yl)amino)propan-1-ol ethyl-(S)-1-(3-(2-oxo-4-(o-tolyl)-2H-chromen-7-yl)butanoyl)piperidine-3-carboxylate C(C)[C@@H]1N(CCCC1C(=O)OC[C@H](C)NC1=CN=C2C(=N1)C(=NC(=C2)C2=CC=C(C=C2)Cl)C=2C=NN(C2)C)C(CC(C)C2=CC=C1C(=CC(OC1=C2)=O)C2=C(C=CC=C2)C)=O